C(C)N(C(OC)=S)CC methyl N,N-diethylcarbamothioate